tert-butyl (R)-(2-((4-fluorophenyl)amino)-2-oxo-1-phenylethyl)carbamate FC1=CC=C(C=C1)NC([C@@H](C1=CC=CC=C1)NC(OC(C)(C)C)=O)=O